3,4-dimethyl-2-pentene-1-aldehyde CC(=CC=O)C(C)C